2-chloro-N-(2-methoxy-3-methylphenyl)acetamide ClCC(=O)NC1=C(C(=CC=C1)C)OC